S1C(=NC2=C1C=CC=C2)C(C#N)=CC2=CNC=1C2=C2C(=CC(=NC2=CC1)C)Cl (cis)-2-(benzo[d]thiazol-2-yl)-3-(7-methyl-9-chloro-3H-pyrrolo[3,2-f]quinolin-1-yl)acrylonitrile